The molecule is a nucleoside pentaphosphate that is adenosine in which a hexahydrogen pentaphosphate is attached at the 5' position. It is an adenosine 5'-phosphate and a nucleoside pentaphosphate. It is a conjugate acid of an adenosine 5'-pentaphosphate(6-). C1=NC(=C2C(=N1)N(C=N2)[C@H]3[C@@H]([C@@H]([C@H](O3)COP(=O)(O)OP(=O)(O)OP(=O)(O)OP(=O)(O)OP(=O)(O)O)O)O)N